3-(7-amino-4-(1-ethyl-1H-pyrazol-5-yl)-2-((3-fluoropyridin-2-yl)methyl)-2H-pyrazolo[3,4-c]pyridin-5-yl)benzonitrile NC1=NC(=C(C=2C1=NN(C2)CC2=NC=CC=C2F)C2=CC=NN2CC)C=2C=C(C#N)C=CC2